5-[7-({[4-(3-fluoropyridin-4-yl)phenyl]methyl}(methyl)amino)-2,5-dimethylpyrazolo[1,5-a]pyrimidin-3-yl]-N,N,4-trimethylpyridin-2-amine FC=1C=NC=CC1C1=CC=C(C=C1)CN(C1=CC(=NC=2N1N=C(C2C=2C(=CC(=NC2)N(C)C)C)C)C)C